5-methyl-1-(1-(4-(6-(methylsulfonyl)pyridin-3-yl)benzyl)-1H-indol-5-yl)-1H-pyrazole-3-carboxamide CC1=CC(=NN1C=1C=C2C=CN(C2=CC1)CC1=CC=C(C=C1)C=1C=NC(=CC1)S(=O)(=O)C)C(=O)N